ClC=1C=CC=2N(N1)C(=CN2)C2=NC=CC(=C2)C=2C=NN(C2)C 6-chloro-3-(4-(1-methyl-1H-pyrazol-4-yl)pyridin-2-yl)imidazo[1,2-b]pyridazine